BrC=1C=CC(=NC1)N1CCC(CC1)CN(C)C 1-(5-bromopyridin-2-yl)-4-((dimethylamino)methyl)piperidine